C(C)C=1OC=2N=C3N(C(C2N1)=O)CCC3 2-ethyl-6,7-dihydrooxazolo[5,4-D]pyrrolo[1,2-a]pyrimidin-9(5H)-one